2,2-dimethoxy-1,2-diphenyl-1-ethanone COC(C(=O)C1=CC=CC=C1)(C1=CC=CC=C1)OC